N[C@H]1CN(C[C@@H](C1)F)C(=O)C=1C=CC=2N(C1)N=C(C2C)C2=CC=1C(=NC(=CC1)C=1C=C3CNC(C3=CC1)=O)N2CC2CC2 5-(2-(6-((3R,5R)-3-amino-5-fluoropiperidine-1-carbonyl)-3-methylpyrazolo[1,5-a]pyridin-2-yl)-1-(cyclopropylmethyl)-1H-pyrrolo[2,3-b]pyridin-6-yl)isoindolin-1-one